ClC1=C(C(=O)N2COC3=C(C2)C=CC=C3C3=CC(=C(C(=O)O)C=C3F)N3C2COCC3CC2)C(=CC(=C1)N1CC(C1)OC)Cl 4-[3-[2,6-dichloro-4-(3-methoxyazetidin-1-yl)benzoyl]-2,4-dihydro-1,3-benzoxazin-8-yl]-5-fluoro-2-(3-oxa-8-azabicyclo[3.2.1]oct-8-yl)benzoic acid